C(C1=CC=CC=C1)N1C=C(C2=CC(=CC=C12)NC(=O)C1=NC=NC=C1)C#N N-(1-benzyl-3-cyano-1H-indol-5-yl)pyrimidine-4-carboxamide